2',3-bis[(3-[3,5-di-tert-butyl-4-hydroxyphenyl]propionyl)]propionohydrazide C(C)(C)(C)C=1C=C(C=C(C1O)C(C)(C)C)CCC(=O)NNC(CCC(CCC1=CC(=C(C(=C1)C(C)(C)C)O)C(C)(C)C)=O)=O